C(C)(C)(C)OC(=O)N1C(C(CC1(C)C)C[C@@H]1N(C(OC1)(C)C)C(=O)OC(C)(C)C)=O tert-butyl (4S)-4-{[1-(tert-butoxycarbonyl)-5,5-dimethyl-2-oxopyrrolidin-3-yl]methyl}-2,2-dimethyl-1,3-oxazolidine-3-carboxylate